tert-butyl 3-(1-piperidyl)-1-oxa-8-azaspiro[4.5]decane-8-carboxylate N1(CCCCC1)C1COC2(C1)CCN(CC2)C(=O)OC(C)(C)C